O=S1(CC2=C(C1)C=C(C=C2)NC=2N=CC1=C(N2)N(C(C(=C1C)I)=O)[C@H]1[C@](CCC1)(C)O)=O ((2,2-dioxo-1,3-dihydrobenzo[c]thiophen-5-yl)amino)-8-((1R,2R)-2-hydroxy-2-methylcyclopentyl)-6-iodo-5-methylpyrido[2,3-d]pyrimidin-7(8H)-one